(S)-1-(1,3-Dihydroisobenzofuran-4-yl)ethylamine hydrochloride Cl.C1OCC2=C(C=CC=C12)[C@H](C)N